OC1CC2(CNC2)C1 6-hydroxy-2-azaspiro[3.3]heptane